BrC1=C(C=CC(=C1)OCOC)C=1SC=C(N1)CC(=O)NCC(=O)O (2-(2-(2-BROMO-4-(METHOXYMETHOXY)PHENYL)THIAZOL-4-YL)ACETYL)GLYCINE